4-amino-7-fluoro-1-methyl-pyrazolo[4,3-c]quinoline-8-carbonyl chloride NC1=NC=2C=C(C(=CC2C2=C1C=NN2C)C(=O)Cl)F